FC1=C(C=CC(=N1)NCC=1C=NC(=CC1)C(F)(F)F)CC1=CNC2=NC=C(C=C21)C [6-Fluoro-5-(5-methyl-1H-pyrrolo[2,3-b]pyridin-3-ylmethyl)-pyridin-2-yl]-(6-trifluoromethyl-pyridin-3-ylmethyl)-amine